L-Alaninamide HCl Cl.N[C@@H](C)C(=O)N